COC[S+](C)C1=CC=CC=C1 methoxyphenyldimethyl-sulfonium